terephthalamic acid C(C1=CC=C(C(=O)N)C=C1)(=O)O